COC=1C=C(CNC(C=CC(=O)NC(CC(C)C)B(O)O)=O)C=CC1 (1-(4-((3-methoxybenzyl)amino)-4-oxobut-2-enamido)-3-methylbutyl)boronic acid